4-(methoxymethyloxy)-3-(4,4,5,5-tetramethyl-1,3,2-dioxaborolan-2-yl)benzonitrile COCOC1=C(C=C(C#N)C=C1)B1OC(C(O1)(C)C)(C)C